ClC=1C(=C(C=CC1)[C@H]1[C@@H](N[C@H]([C@]1(C#N)C1=C(C=C(C=C1)Cl)F)CC(C)(C)C)C(=O)O)F (2R,3S,4R,5S)-3-(3-chloro-2-fluoro-phenyl)-4-(4-chloro-2-fluoro-phenyl)-4-cyano-5-(2,2-dimethylpropyl)pyrrolidine-2-carboxylic acid